6-(1-((2,3-dihydrobenzofuran-5-yl)sulfonyl)piperidin-4-yl)-7,8-dimethylimidazo[1,2-b]pyridazine O1CCC2=C1C=CC(=C2)S(=O)(=O)N2CCC(CC2)C=2C(=C(C=1N(N2)C=CN1)C)C